5-methyl-3-(trifluoromethyl)-5,6,7,8-tetrahydroimidazo[1,5-a]pyrazine CC1CNCC=2N1C(=NC2)C(F)(F)F